FC=1C=C(COC2=CC=C(OCCOCCNC3CCCC3)C=C2)C=CC1F N-(2-(2-(4-(3,4-difluorobenzyloxy)phenoxy)ethoxy)ethyl)cyclopentylamine